4-(3-Chloroanilino)-2'-[(2R)-3-{[2-(hydroxymethyl)pyridin-4-yl]oxy}-2-methylpropyl]-2',3'-dihydrospiro[cyclohexane-1,1'-indene]-4-carboxylic acid ClC=1C=C(NC2(CCC3(C(CC4=CC=CC=C34)C[C@H](COC3=CC(=NC=C3)CO)C)CC2)C(=O)O)C=CC1